(6-(4-cyanophenyl)thiazolo[4,5-b]pyrazin-2-yl)-2-methoxy-6'-methyl-[3,4'-bipyridine]-3'-carboxamide C(#N)C1=CC=C(C=C1)C=1N=C2C(=NC1)N=C(S2)C2=C(C(=NC=C2)OC)C2=C(C=NC(=C2)C)C(=O)N